(1R,2R)-N-[7-chloro-6-(4-cyano-4-fluoro-1-piperidinyl)-3-isoquinolinyl]-2-(1-methylpyrazol-4-yl)cyclopropanecarboxamide ClC1=C(C=C2C=C(N=CC2=C1)NC(=O)[C@H]1[C@@H](C1)C=1C=NN(C1)C)N1CCC(CC1)(F)C#N